5-fluoro-4-[4-methyl-2-(oxetan-3-yl)thiazol-5-yl]-N-(1-methylsulfonyl-4-piperidyl)pyrimidin-2-amine FC=1C(=NC(=NC1)NC1CCN(CC1)S(=O)(=O)C)C1=C(N=C(S1)C1COC1)C